2-[2-hydroxy-4-(2-hydroxy-3-octyloxy-propoxy)phenyl]-4,6-bis(2,4-dimethylphenyl)-1,3,5-triazine OC1=C(C=CC(=C1)OCC(COCCCCCCCC)O)C1=NC(=NC(=N1)C1=C(C=C(C=C1)C)C)C1=C(C=C(C=C1)C)C